C(C)(C)(C)OC(=O)NC[C@@H](COCCC(=O)O)N1C(C=CC1=O)=O (S)-3-(3-((tert-butoxycarbonyl)amino)-2-(2,5-dioxo-2,5-dihydro-1H-pyrrol-1-yl)propoxy)propanoic acid